C(C)OC(=O)C=1N=NN(N1)C=1N(C=CC1)C 2-(1-methyl-1H-pyrrol-2-yl)-2H-tetrazole-5-carboxylic acid ethyl ester